1,2-di-linoleyl-carbamoyloxy-3-dimethylaminopropane C(CCCCCCC\C=C/C\C=C/CCCCC)C(C(CN(C)C)CCCCCCCC\C=C/C\C=C/CCCCC)OC(N)=O